4-amino-1-((2R,3R,4S,5R)-5-azido-3,4-dihydroxy-5-(hydroxymethyl)tetrahydrofuran-2-yl)pyrimidin-2(1H)-one NC1=NC(N(C=C1)[C@@H]1O[C@@]([C@H]([C@H]1O)O)(CO)N=[N+]=[N-])=O